4-(4-fluoro-3-methoxybenzyl)-N-hydroxy-3-oxo-3,4-dihydro-2H-benzo[b][1,4]oxazine-6-carboxamide FC1=C(C=C(CN2C3=C(OCC2=O)C=CC(=C3)C(=O)NO)C=C1)OC